Ethyl (5R)-2-cyclohexyl-5-methyl-6,7-dihydro-5H-pyrazolo[5,1-b][1,3]oxazine-3-carboxylate C1(CCCCC1)C1=NN2C(O[C@@H](CC2)C)=C1C(=O)OCC